ClC=1N=C2C(=NC1C1=CC=C(C=C1)C1=NC=CC=C1)OC1=C2C=CC=C1 2-chloro-3-(4-(pyridin-2-yl)phenyl)benzofuro[2,3-b]Pyrazine